O=C1NC(CCC1NC1=CC=C(C=C1)CN1CCN(CC1)CCCCCCCCNC(=O)C=1C=NN2C1N=C(C=C2)N2[C@H](CCC2)C2=C(C=CC(=C2)F)F)=O |r| N-[8-[4-[[4-[(2,6-dioxo-3-piperidyl)amino]phenyl]methyl]piperazin-1-yl]octyl]-5-[rac-(2R)-2-(2,5-difluorophenyl)pyrrolidin-1-yl]pyrazolo[1,5-a]pyrimidine-3-carboxamide